4-(1H-benzo[d]imidazol-5-yl)-N-(3-((trifluoromethyl)sulfonyl)phenyl)pyrimidin-2-amine N1C=NC2=C1C=CC(=C2)C2=NC(=NC=C2)NC2=CC(=CC=C2)S(=O)(=O)C(F)(F)F